FC(OC=1C=C2C=CNC2=CC1)(F)F 5-trifluoromethoxy-indole